2,3-bis[6-(1-hexylnonoxy)-6-oxo-hexoxy]propanoic acid C(CCCCC)C(CCCCCCCC)OC(CCCCCOC(C(=O)O)COCCCCCC(OC(CCCCCCCC)CCCCCC)=O)=O